N-(4-(chlorodifluoromethoxy)phenyl)-1-isopropyl-7-(1H-pyrazol-5-yl)indoline-5-carboxamide ClC(OC1=CC=C(C=C1)NC(=O)C=1C=C2CCN(C2=C(C1)C1=CC=NN1)C(C)C)(F)F